CC1=CC=C(C=C1)S(=O)(=O)OCC(COS(=O)(=O)C1=CC=C(C=C1)C)C1=CC=C2C=CC=NC2=C1 [3-(p-tolylsulfonyloxy)-2-(7-quinolyl)propyl] 4-methylbenzenesulfonate